(methylthio)azetidine-1-carboxylic acid, tert-butyl ester CSC1N(CC1)C(=O)OC(C)(C)C